1-(cyclopropylmethylene)-4-fluorobenzene C1(CC1)C=C1CC=C(C=C1)F